C(C)(C)(C)C1=NOC(=N1)C(=O)NCC1=C(C=C(C=C1)C1=C(C=NC=C1)N1CCN(CC1)C(\C=C\CN(C)C)=O)C(F)F (E)-3-(tert-butyl)-N-(2-(difluoromethyl)-4-(3-(4-(4-(dimethylamino)but-2-enoyl)piperazin-1-yl)pyridin-4-yl)benzyl)-1,2,4-oxadiazole-5-carboxamide